(R)-benzyl 3-((tert-butoxycarbonyl) ((S)-2-hydroxy-3-(3-(methylsulfonyl) phenoxy) propyl) amino)-1-oxa-8-azaspiro[4.5]decane-8-carboxylate C(C)(C)(C)OC(=O)N([C@H]1COC2(C1)CCN(CC2)C(=O)OCC2=CC=CC=C2)C[C@@H](COC2=CC(=CC=C2)S(=O)(=O)C)O